CC1=C(C(=NC=C1)Cl)NC(=O)C2=C(N=CC=C2)Cl 2-chloro-N-(2-chloro-4-methylpyridin-3-yl)nicotinamide